C(C=C)[Si](C)(C)C(C)(C)C allyl-(tert-butyl)dimethylsilicon